N-(4-chlorobenzyl)-8-((1-(cyclobutylsulfonyl)cyclopropyl)methoxy)-1-methyl-2-oxo-1,2-dihydropyrido[2,3-d]pyridazine-3-carboxamide ClC1=CC=C(CNC(=O)C2=CC=3C(=C(N=NC3)OCC3(CC3)S(=O)(=O)C3CCC3)N(C2=O)C)C=C1